NC1=C(C=C(C(=O)[O-])C=C1)C1CC1 4-amino-3-cyclopropylbenzoate